(R)-2-oxo-1-phenyl-2-((4-(trifluoromethyl)phenyl)amino)ethyl 3-amino-6-(1-(1-(tert-butoxycarbonyl)piperidin-4-yl)-1H-pyrazol-4-yl)pyrazine-2-carboxylate NC=1C(=NC(=CN1)C=1C=NN(C1)C1CCN(CC1)C(=O)OC(C)(C)C)C(=O)O[C@@H](C(NC1=CC=C(C=C1)C(F)(F)F)=O)C1=CC=CC=C1